N-(6-(5-chloro-6-fluoro-7-((S)-1,1,1-trifluoropropan-2-yl)-1H-indazol-4-yl)imidazo[1,2-a]pyrazin-2-yl)-2-fluorocyclopropane-1-carboxamide ClC=1C(=C2C=NNC2=C(C1F)[C@@H](C(F)(F)F)C)C=1N=CC=2N(C1)C=C(N2)NC(=O)C2C(C2)F